2,3,6-trimethoxy-4-methylbenzonitrile COC1=C(C#N)C(=CC(=C1OC)C)OC